(S)-3-((5-methyl-4-oxo-3-(4-phenoxypicolinamido)-2,3,4,5-tetrahydrobenzo[b][1,4]oxazepin-7-yl)ethynyl)oxetan-3-yl (3-morpholinopropyl)carbamate O1CCN(CC1)CCCNC(OC1(COC1)C#CC1=CC2=C(OC[C@@H](C(N2C)=O)NC(C2=NC=CC(=C2)OC2=CC=CC=C2)=O)C=C1)=O